NC=1C2=C(N=CN1)N(C(=C2C2=NC(=C(C=C2)OC2=CC=CC=C2)Cl)C#CC2CN(C2)C2CCN(CC2)C(C=C)=O)C 1-(4-(3-((4-amino-5-(6-chloro-5-phenoxypyridin-2-yl)-7-methyl-7H-pyrrolo[2,3-d]pyrimidin-6-yl)ethynyl)azetidin-1-yl)piperidin-1-yl)prop-2-en-1-one